N-[[2-chloro-3,5-bis(trifluoromethyl)phenyl]carbamoyl]-2,6-difluorobenzamide ClC1=C(C=C(C=C1C(F)(F)F)C(F)(F)F)NC(=O)NC(C1=C(C=CC=C1F)F)=O